(S)-5-(3-((4-(2-fluoro-4-(methylsulfonyl)phenyl)piperazin-1-yl)methyl)piperidin-1-yl)-2-(furan-2-yl)-[1,2,4]triazolo[1,5-a][1,3,5]triazine-7-amine FC1=C(C=CC(=C1)S(=O)(=O)C)N1CCN(CC1)C[C@H]1CN(CCC1)C1=NC=2N(C(=N1)N)N=C(N2)C=2OC=CC2